C1SCC12CNC2 2-thia-6-aza-spiro[3.3]heptane